CC(C)S(=O)(=O)[O-] 2-propanesulfonate